methyl N-{(2S)-1-[(4-{3-[5-chloro-2-fluoro-3-(methanesulfonamido)phenyl]-1-(propan-2-yl)-1H-pyrazol-4-yl}pyrimidin-2-yl)amino]propan-2-yl}carbamate ClC=1C=C(C(=C(C1)C1=NN(C=C1C1=NC(=NC=C1)NC[C@H](C)NC(OC)=O)C(C)C)F)NS(=O)(=O)C